rac-4-(4-acryloylpiperazin-1-yl)-N-(2-(dimethylamino)propyl)-7-(naphthalen-1-yl)-5,6,7,8-tetrahydro-1,7-naphthyridine-2-carboxamide C(C=C)(=O)N1CCN(CC1)C1=CC(=NC=2CN(CCC12)C1=CC=CC2=CC=CC=C12)C(=O)NC[C@@H](C)N(C)C |r|